4-chloro-2-(4,4-difluoro-1-piperidinyl)-6-methyl-pyrimidine ClC1=NC(=NC(=C1)C)N1CCC(CC1)(F)F